Cl.N1=C(C)C(O)=C(CO)C(CO)=C1 Pyridoxine Monohydrochloride